C(CCC(=O)[O-])(=O)OC=CCCCCCCCCCCCCCCCCCCCC docosenyl succinate